BrC=1N=C(SC1)C(CC#N)(C)C 3-(4-bromothiazol-2-yl)-3-methylbutyronitrile